racemic-tert-butyl 3-fluoro-3-(hydroxymethyl)piperidine-1-carboxylate F[C@]1(CN(CCC1)C(=O)OC(C)(C)C)CO |r|